COC1=CC=C(C=C1)C(OC[C@@H]1[C@H]([C@H]([C@@H](O1)N1C(NC=CC1=O)=O)F)O)(C1=CC=CC=C1)C1=CC=C(C=C1)OC 3-((2R,3R,4R,5R)-5-((bis(4-methoxyphenyl)(phenyl)methoxy)methyl)-3-fluoro-4-hydroxytetrahydrofuran-2-yl)pyrimidine-2,4(1H,3H)-dione